CN(C(OC(C=O)CCC=CC(N1CCCC1)=O)=O)C 1,7-dioxo-7-(pyrrolidin-1-yl)hept-5-en-2-yl dimethylcarbamate